(2-Bromo-5-(tetrahydro-2H-pyran-4-yl)thiazol-4-yl)methanol BrC=1SC(=C(N1)CO)C1CCOCC1